(±)-3-((2-(piperazin-1-yl)pyridin-4-yl)amino)piperidine-2,6-dione bistrifluoroacetate FC(C(=O)O)(F)F.FC(C(=O)O)(F)F.N1(CCNCC1)C1=NC=CC(=C1)N[C@H]1C(NC(CC1)=O)=O |r|